CC1(C[C@H]([C@H]2O[C@]2(C1)C)O)C (1R,2R,6S)-4,4,6-Trimethyl-7-oxabicyclo[4.1.0]heptan-2-ol